C(C)(C)(C)N1N=CC(=C1F)C(=O)NC1=C(C=C(C(=C1)C=1C=C(C=2N(N1)C=CN2)N2CCOCC2)C)F 1-(tert-butyl)-5-fluoro-N-(2-fluoro-4-methyl-5-(8-morpholinylimidazo[1,2-b]pyridazin-6-yl)phenyl)-1H-pyrazole-4-carboxamide